CC(CCCCCCCCCCCCC(=O)OC(C)C)C i-Propyl 14-methyl-pentadecanoate